1-(4-sulfophenyl)-4-(4-sulfophenyl-azo)-5-pyrazolone S(=O)(=O)(O)C1=CC=C(C=C1)N1N=CC(C1=O)N=NC1=CC=C(C=C1)S(=O)(=O)O